BrC1=C(C=C(C=C1)NC(C=C)=O)[N+](=O)[O-] N-(4-bromo-3-nitro-phenyl)prop-2-enamide